C1(CC1)C(C(F)(F)C=1C(=C(C=CC1)[C@@H](C)NC(OC(C)(C)C)=O)F)(C#C)O tert-butyl [(1R)-1-{3-[2-cyclopropyl-1,1-difluoro-2-hydroxybut-3-yn-1-yl]-2-fluorophenyl}ethyl]carbamate